[N+](=O)([O-])C1=C(C=CC=C1)[N+]#[C-] 2-NITROPHENYL ISOCYANIDE